2-(3-methylphenyl)propyl-amine CC=1C=C(C=CC1)C(CN)C